4-[4-(isopentyloxy)phenyl]piperidine hydrochloride Cl.C(CC(C)C)OC1=CC=C(C=C1)C1CCNCC1